O=C1NC(CCC1N1CC2=CC=C(C(=C2C1=O)C(F)(F)F)C(=O)N)=O 2-(2,6-dioxopiperidin-3-yl)-3-oxo-4-(trifluoromethyl)isoindoline-5-carboxamide